2-Amino-5-fluoro-4-[5-fluoro-1-[3-(4-hydroxybutyl)-3,8-diazabicyclo[3.2.1]octan-8-yl]-7,9-dihydrofuro[3,4-f]quinazolin-6-yl]benzothiophene-3-carbonitrile NC=1SC2=C(C1C#N)C(=C(C=C2)F)C=2C1=C(C=3C(=NC=NC3C2F)N2C3CN(CC2CC3)CCCCO)COC1